N1=CN=C(C2=C1NC=C2)C=2C=NN(C2)C2(CC1C(CN(C1)S(=O)(=O)C1CC1)C2)CC#N 2-(5-(4-(7H-pyrrolo[2,3-d]pyrimidin-4-yl)-1H-pyrazol-1-yl)-2-(cyclopropylsulfonyl)octahydrocyclopenta[c]pyrrol-5-yl)acetonitrile